BrC1=NC(=CC=C1)COC(C)C 2-bromo-6-(isopropoxymethyl)pyridine